(-)-cis-Pinanediol [C@@]12(C(CC[C@H](C1(C)C)C2)(C)O)O